NC=1C=C(SC1)C1=CN=CC(=N1)C=1C=CC2=C(OCCN2C(=O)C2CCN(CC2)C)C1 (7-(6-(4-aminothiophen-2-yl)pyrazin-2-yl)-2,3-Dihydro-4H-benzo[b][1,4]oxazin-4-yl)(1-methylpiperidin-4-yl)methanone